CC1=C(N=NC(=C1)NC(CC)=O)C(=O)N Methyl-6-propionylaminopyridazine-3-carboxamide